The molecule is a branched amino tetrasaccharide comprising an N-acetyl-D-glucosamine residue, a D-glucose residue and two L-glycero-D-manno-heptose residues, with linkages as shown. CC(=O)N[C@@H]1[C@H]([C@@H]([C@H](O[C@@H]1O[C@H]2[C@H]([C@@H]([C@H](O[C@@H]2O[C@@H]3[C@@H]([C@H](O[C@@H]([C@H]3O[C@H]4[C@@H]([C@H]([C@@H]([C@H](O4)CO)O)O)O)[C@H](CO)O)O)O)[C@H](CO)O)O)O)CO)O)O